O1C(=CC=C1)C(=O)OC(C)C isopropyl furancarboxylate